4-ethynylphenylpentyl-dicyclohexyl-carbinol C(#C)C1=CC=C(C=C1)CCCCCC(O)(C1CCCCC1)C1CCCCC1